OCC1=NN(C=C1)CC1CCN(CC1)C(=O)OC(C)(C)C tert-Butyl 4-((3-(hydroxymethyl)-1H-pyrazol-1-yl)methyl)piperidine-1-carboxylate